Cl.CN1CC(CC1)NC=1C=CC=C2CCNCC12 N-(1-methylpyrrolidin-3-yl)-1,2,3,4-tetrahydroisoquinolin-8-amine hydrochloride